[4-(5-chlorooxazolo[4,5-b]pyridin-2-yl)piperazin-1-yl]-[5-chloro-6-[[1-(trifluoromethyl)cyclopropyl]methoxy]-3-pyridyl]methanone ClC1=CC=C2C(=N1)N=C(O2)N2CCN(CC2)C(=O)C=2C=NC(=C(C2)Cl)OCC2(CC2)C(F)(F)F